C1(=CC=CC=C1)[Si](C=1C2=CC=CC=C2C(=C2C=CC=CC12)[Si](C1=CC=CC=C1)(C1=CC=CC=C1)C1=CC=CC=C1)(C1=CC=CC=C1)C1=CC=CC=C1 9,10-bis(triphenylsilyl)anthracene